NC(/C=C/CC[C@@H](C(=O)NC=1C(N(C=CC1)CC=1SC2=C(N1)C=C(C=C2)F)=O)NC(OC)=O)=O methyl (S,E)-(7-amino-1-((1-((5-fluorobenzo[d]thiazol-2-yl)methyl)-2-oxo-1,2-dihydropyridin-3-yl)amino)-1,7-dioxohept-5-en-2-yl)carbamate